[Cl-].CS(=O)(=O)C1=CC=C(C[P+](C2=CC=CC=C2)(C2=CC=CC=C2)C2=CC=CC=C2)C=C1 (4-(methylsulfonyl)benzyl)triphenylphosphonium chloride